7-hydroxy-4-oxo-chromene-2-carboxamide OC1=CC=C2C(C=C(OC2=C1)C(=O)N)=O